CN(C=1C2=C(N=C(N1)C=1C=NNC1)C=NC=C2)C2(CC2)C N-methyl-N-(1-methylcyclopropyl)-2-(1H-pyrazol-4-yl)pyrido[3,4-d]Pyrimidin-4-amine